4'-chloro-6-(3-(4-(hydroxymethyl)phenoxy)azetidin-1-yl)-[1,1'-biphenyl]-2-carboxylic acid ClC1=CC=C(C=C1)C=1C(=CC=CC1N1CC(C1)OC1=CC=C(C=C1)CO)C(=O)O